2-benzazepine-3-carboxylate C=1NC(=CC=C2C1C=CC=C2)C(=O)[O-]